2-Fluoro-5-methoxy-benzoic acid [(2R)-3-(3-ethyl-4-oxo-spiro[6,8-dihydro-5H-pyrazolo[4,3-c]azepin-7,4'-tetrahydropyran]-1-yl)-2-methyl-propyl] ester C(C)C1=NN(C2=C1C(NCC1(CCOCC1)C2)=O)C[C@H](COC(C2=C(C=CC(=C2)OC)F)=O)C